3-(3,3-difluorocyclobutyl)-5,6,7,8-tetrahydroimidazo[1,5-a]pyrazine FC1(CC(C1)C1=NC=C2N1CCNC2)F